1-(tert-butyl) 4-methyl 4-(cyanomethyl)-3-methylpiperidine-1,4-dicarboxylate C(#N)CC1(C(CN(CC1)C(=O)OC(C)(C)C)C)C(=O)OC